(R)-N-(4-fluoro-2-sulfamoylphenyl)-9-methyl-6-oxo-6,7,8,9-tetrahydropyrido[3',2':4,5]pyrrolo[1,2-a]pyrazine-2-carboxamide FC1=CC(=C(C=C1)NC(=O)C=1C=CC=2C=C3N([C@@H](CNC3=O)C)C2N1)S(N)(=O)=O